FC1=CC=C(C=C1)[C@@H]1N(CCC2=CC=CC=C12)C(=O)[C@@H]1OC[C@@H]([C@H](C1)NC(OC(C)(C)C)=O)[S@@](=O)(=NC)CC tert-butyl ((2R,4S,5R)-2-((S)-1-(4-fluorophenyl)-1,2,3,4-tetrahydroisoquinoline-2-carbonyl)-5-((R)-N-methylethylsulfonimidoyl)tetrahydro-2H-pyran-4-yl)carbamate